C(CC(=O)OF)(=O)OF difluoro (malonate)